OC1=CC=C(C=C1)C(=C(CC)C1=CC=C(C=C1)O)C1=CC=C(OCCNCC=2C=C3CN(C(C3=C(C2)F)=O)C2C(NC(CC2)=O)=O)C=C1 3-(5-(((2-(4-(1,2-bis(4-hydroxyphenyl)but-1-en-1-yl)phenoxy)ethyl)amino)methyl)-7-fluoro-1-oxoisoindolin-2-yl)piperidine-2,6-dione